Cl.CN(C)CCCC(=O)Cl (dimethylamino)butanoyl chloride hydrochloride